distearyl β,β'-thiodibutyrate S(C(CC(=O)OCCCCCCCCCCCCCCCCCC)C)C(CC(=O)OCCCCCCCCCCCCCCCCCC)C